FC(CN1C(N(CC=2C1=NC(=NC2)NC2=CC=C(C=C2)N2CCN(CC2)C)C2CCNC1=C(C=CC=C21)OC)=O)F 1-(2,2-difluoroethyl)-3-(8-methoxy-1,2,3,4-tetrahydroquinolin-4-yl)-7-[4-(4-methylpiperazin-1-yl)anilino]-4H-pyrimido[4,5-d]pyrimidin-2-one